Cl.CC(C[C@@H](C)N)(C)C (R)-4,4-dimethyl-2-pentylamine hydrochloride